NC1=NC2=C(C=CC=C2C(=N1)C(=O)NCC1=NC(=CC=C1)C1=CC(=CC=C1)O)OC 2-amino-N-[[6-(3-hydroxyphenyl)-2-pyridyl]methyl]-8-methoxy-quinazoline-4-carboxamide